FC1=C(C(=O)NC(C)(CC(C)(C)C)C)C=CC(=C1F)C1=C(C=C(C(=C1)NC(C1=C(C=C(C=C1)F)C(F)(F)F)=O)N1C[C@H](N(CC1)C)C)F 2,3-difluoro-4-[2-fluoro-5-[[4-fluoro-2-(trifluoromethyl)benzoyl]amino]-4-[(3R)-3,4-dimethylpiperazin-1-yl]phenyl]-N-(2,4,4-trimethylpentan-2-yl)benzamide